calcium 1,2-ethanedisulfonate C(CS(=O)(=O)[O-])S(=O)(=O)[O-].[Ca+2]